FC1=CC2=C(N(C(N=C2N2[C@H](CN(CC2)C(C=C)=O)C)=O)C=2C(=NC=CC2C)C(C)C)N=C1C1=C(C=CC(=C1)F)O (M)-6-fluoro-7-(5-fluoro-2-hydroxyphenyl)-1-(4-methyl-2-(2-propanyl)-3-pyridinyl)-4-((2S)-2-methyl-4-(2-propenoyl)-1-piperazinyl)pyrido[2,3-d]pyrimidin-2(1H)-one